magnesium aluminum iron cobalt nickel [Ni].[Co].[Fe].[Al].[Mg]